5-methyl-3-methylenedihydrofuran-2(3H)-one CC1CC(C(O1)=O)=C